O-(spiro[3.3]heptan-2-ylmethyl) S-hydrogen carbonodithioate C(OCC1CC2(C1)CCC2)(=S)S